CN(CCOC1=CC(=C(C=C1)C=1C=CC=C2C(=NC(=NC12)NC1=CC=C(C=C1)N1CCOCC1)N)F)C 8-(4-(2-(dimethylamino)ethoxy)-2-fluorophenyl)-N2-(4-morpholinylphenyl)quinazoline-2,4-diamine